5-((2-amino-3-fluoropyridin-4-yl)methyl)-2-((5-chloro-2-fluoro-4-iodophenyl)amino)-3,4-difluorobenzoic acid NC1=NC=CC(=C1F)CC=1C(=C(C(=C(C(=O)O)C1)NC1=C(C=C(C(=C1)Cl)I)F)F)F